OCC(C)(C)NC(=O)C=1C=2C[C@@H]3[C@H](C2N(N1)C1CS(CC1)(=O)=O)C3 (1aR,5aR)-2-(1,1-Dioxo-tetrahydro-1λ6-thiophen-3-yl)-1a,2,5,5a-tetrahydro-1H-2,3-diaza-cyclopropa[a]pentalene-4-carboxylic acid (2-hydroxy-1,1-dimethyl-ethyl)-amide